C(C)C=1C(=CC(=NC1)C(=O)NC1=CC(=C(C=C1)C)NC1=NC=CC=C1C1=C2N=CN(C2=NC=N1)C1OCCCC1)C(F)(F)F 5-ethyl-N-(4-methyl-3-((3-(9-(tetrahydro-2H-pyran-2-yl)-9H-purin-6-yl)pyridin-2-yl)amino)phenyl)-4-(trifluoromethyl)picolinamide